4,4'-(1,3-phenylenedioxy)dianiline (2-(2,4-dioxotetrahydropyrimidin-1(2H)-yl)-3-fluoropyridin-4-yl)methyl-methanesulfonate MANGANESE [Mn+2].O=C1N(CCC(N1)=O)C1=NC=CC(=C1F)CCS(=O)(=O)[O-].C1(=CC(=CC=C1)OC1=CC=C(N)C=C1)OC1=CC=C(N)C=C1.O=C1N(CCC(N1)=O)C1=NC=CC(=C1F)CCS(=O)(=O)[O-]